COC(C(C=O)C=1SC=C(C1)C1=CNC2=C(C=CC=C12)F)=O (4-(7-fluoro-1H-indol-3-yl)thiophen-2-yl)-3-oxopropanoic acid methyl ester